6-(3-nitrophenyl)-1-p-toluenesulfonyl-2,3,4,7-tetrahydro-1H-azepin-3-ol [N+](=O)([O-])C=1C=C(C=CC1)C1=CCC(CN(C1)S(=O)(=O)C1=CC=C(C)C=C1)O